benzyl 4-[2-[(1R,5S)-3-[3-amino-6-(2-hydroxyphenyl)pyridazin-4-yl]-3,8-diazabicyclo[3.2.1]octan-8-yl]pyrimidin-5-yl]piperazine-1-carboxylate NC=1N=NC(=CC1N1C[C@H]2CC[C@@H](C1)N2C2=NC=C(C=N2)N2CCN(CC2)C(=O)OCC2=CC=CC=C2)C2=C(C=CC=C2)O